CN(CCOC=1C=CC(=C(C(=O)NC2(CC2)C2=CC(=CC3=CC=CC=C23)SCC)C1)C)C 5-(2-(Dimethylamino)ethoxy)-N-(1-(3-(ethylthio)naphthalen-1-yl)cyclopropyl)-2-methyl-benzamide